FC=1C=C(C(=O)NC)C=C(C1F)C=1C=NN2C1N=C(C(=C2)C=2C=NC(=CC2)C)O[C@@H]2COCC2 (S)-3,4-Difluoro-N-methyl-5-(6-(6-methylpyridin-3-yl)-5-((tetrahydrofuran-3-yl)oxy)pyrazolo[1,5-a]pyrimidin-3-yl)benzamide